{3-[(isoquinolin-5-yl)amino]bicyclo[1.1.1]pentan-1-yl}carbamic acid tert-butyl ester C(C)(C)(C)OC(NC12CC(C1)(C2)NC2=C1C=CN=CC1=CC=C2)=O